N-((4-(5-amino-4-cyano-1-(1,3-difluoropropan-2-yl)-1H-pyrazol-3-yl)-1-((2-(trimethylsilyl)ethoxy)methyl)-1H-indazol-7-yl)methyl)-5-fluoro-2-methoxybenzamide NC1=C(C(=NN1C(CF)CF)C1=C2C=NN(C2=C(C=C1)CNC(C1=C(C=CC(=C1)F)OC)=O)COCC[Si](C)(C)C)C#N